N,N-dibutyl-1-methyl-naphthalene-2-amine C(CCC)N(C1=C(C2=CC=CC=C2C=C1)C)CCCC